N-(5-cyano-6-(2H-1,2,3-triazol-2-yl)pyridin-3-yl)-1-(3,5-dichloropyridin-4-yl)-5-(trifluoromethyl)-1H-pyrazole-4-carboxamide C(#N)C=1C=C(C=NC1N1N=CC=N1)NC(=O)C=1C=NN(C1C(F)(F)F)C1=C(C=NC=C1Cl)Cl